O=C1N(C2=C(C=NC=C2)N1C1=CC=C(C=C1)OC1=CC=CC=C1)C1CC(CCC1)C(=O)O 3-(2-oxo-3-(4-phenoxyphenyl)-2,3-dihydro-1H-imidazo[4,5-c]pyridin-1-yl)cyclohexanecarboxylic acid